C1(CC1)C(COCCOC1CCN(CC1)C(=O)OC(C)(C)C)=O tert-butyl 4-[2-(2-cyclopropyl-2-oxo-ethoxy)ethoxy]piperidine-1-carboxylate